6-chloro-1-((1-(methylsulfonyl)azetidin-3-yl)oxy)-2,7-naphthyridine-4-carbaldehyde ClC=1C=C2C(=CN=C(C2=CN1)OC1CN(C1)S(=O)(=O)C)C=O